C(CCCCCCCCC(=O)O)(=O)O.C1(=CC=CC2=CC(=CC=C12)C(=O)N)C(=O)N 6-naphthalenedimethanamide sebacate